[CH2-]C(C)=NO acetonide-oxime